1,4,5,6-tetrahydropyrrolo[3,4-c]pyrazole dihydrochloride Cl.Cl.N1N=CC2=C1CNC2